3-(6-bromo-2-oxo-pyrrolo[4,3,2-ij]isoquinolin-1(2H)-yl)piperidine-2,6-dione BrC1=CN=C2C3=C(C=CC=C13)C(N2C2C(NC(CC2)=O)=O)=O